C1(CC1)N1C(=NC2=C(C=C(C=C2C1=O)F)[C@@H](C)NC1=C(C(=O)O)C=C(C=C1)F)[C@@H]1COCCC1 2-(((R)-1-(3-cyclopropyl-6-fluoro-4-oxo-2-((R)-tetrahydro-2H-pyran-3-yl)-3,4-dihydroquinazolin-8-yl)ethyl)amino)-5-fluorobenzoic acid